methylhexaldehyde CC(C=O)CCCC